4-bromo-N-(5-(5-(difluoromethyl)-1,3,4-oxadiazol-2-yl)pyrimidin-2-yl)-1H-benzo[d]imidazol-6-amine BrC1=CC(=CC=2NC=NC21)NC2=NC=C(C=N2)C=2OC(=NN2)C(F)F